O=C1N(CC2=C3C(=CC=C12)CCC1(O3)CCNCC1)C1C(NC(CC1)=O)=O 3-(7'-oxo-3',4',7',9'-tetrahydro-8'H-spiro[piperidine-4,2'-pyrano[2,3-e]isoindole]-8'-yl)piperidine-2,6-dione